CN1C(C(C2=CC=CC=C12)C)=O 1,3-dimethyl-2-oxindole